CN1C(=NN=C1C)C1=CC(=C(C=C1)NC=1N=CC2=C(N1)C(=NC(=C2)C)NCC2(COCC2)C)OCC N2-(4-(4,5-dimethyl-4H-1,2,4-triazol-3-yl)-2-ethoxyphenyl)-6-methyl-N8-((3-methyltetrahydrofuran-3-yl)methyl)pyrido[3,4-d]pyrimidine-2,8-diamine